dibutyl-tin dilaurate (dibutyl-phthalate) C(CCC)C=1C(=C(C(C(=O)[O-])=CC1)C(=O)[O-])CCCC.C(CCCCCCCCCCC)(=O)[O-].C(CCCCCCCCCCC)(=O)[O-].C(CCC)[Sn+4]CCCC